4-[4-[3-[4-(3-Hydroxyphenyl)pyrazol-1-yl]-5-(trifluoromethyl)benzoyl]piperazin-1-yl]-N-(3,3,3-trifluoropropylsulfonyl)benzamide OC=1C=C(C=CC1)C=1C=NN(C1)C=1C=C(C(=O)N2CCN(CC2)C2=CC=C(C(=O)NS(=O)(=O)CCC(F)(F)F)C=C2)C=C(C1)C(F)(F)F